(1s,5r)-6,6-dimethyl-4-((E)-2-(pyridin-4-yl)vinyl)bicyclo[3.1.1]hept-3-en-2-one CC1([C@@H]2C(=CC([C@H]1C2)=O)\C=C\C2=CC=NC=C2)C